ClC1=C(N=C(C(=N1)C(=O)OC)F)NC Methyl 6-chloro-3-fluoro-5-(methylamino)pyrazine-2-carboxylate